C1(CC1)S(=O)(=O)NC1=NC=CC(=N1)C1(CCC1)C(=O)NC1=NC=C(C=C1)C1=NC(=CN=C1)OCC 1-(2-(cyclopropanesulfonamido)pyrimidin-4-yl)-N-(5-(6-ethoxypyrazin-2-yl)pyridin-2-yl)cyclobutane-1-carboxamide